Cl.O=C1NC2=CC=CC=C2C(N1)CN (2-Oxo-1,2,3,4-tetrahydroquinazolin-4-yl)methanamine hydrochloride